3-(4-methylphenyl)thiophene CC1=CC=C(C=C1)C1=CSC=C1